[Ru].[N] nitrogen, ruthenium salt